5-(5-hydroxyindolin-1-yl)sulfonyl-2H-isoquinolin-1-one OC=1C=C2CCN(C2=CC1)S(=O)(=O)C1=C2C=CNC(C2=CC=C1)=O